FC=1C=C(C=CC1)N1C(N(C=C(C1=O)C(=O)O)C(C)C)=O 3-(3-fluorophenyl)-1-isopropyl-2,4-dioxo-1,2,3,4-tetrahydropyrimidine-5-carboxylic acid